3-endo-(8-{2-[(2-methanesulfonylacetyl)phenethylamino]ethyl}-8-azabicyclo[3.2.1]oct-3-yl)-benzamide TFA salt OC(=O)C(F)(F)F.CS(=O)(=O)CC(=O)N(CCN1C2CC(CC1CC2)C=2C=C(C(=O)N)C=CC2)CCC2=CC=CC=C2